6-Acryloyl-2-(4-phenoxyphenyl)-5,6,7,8-tetrahydro-4H-pyrazolo[1',5':1,2]imidazo[4,5-c]pyridine-3-carboxamide trifluoroacetate FC(C(=O)O)(F)F.C(C=C)(=O)N1CC2=C(CC1)N1C(N2)=C(C(=N1)C1=CC=C(C=C1)OC1=CC=CC=C1)C(=O)N